1-(2-((1R,3S,5R)-3-((6-bromo-3-methylpyridin-2-yl)carbamoyl)-5-methyl-2-azabicyclo[3.1.0]hexan-2-yl)-2-oxoethyl)-N-cyclopropyl-5-(2-methylpyrimidin-5-yl)-1H-indazole-3-carboxamide BrC1=CC=C(C(=N1)NC(=O)[C@H]1N([C@@H]2C[C@@]2(C1)C)C(CN1N=C(C2=CC(=CC=C12)C=1C=NC(=NC1)C)C(=O)NC1CC1)=O)C